C(C)(C)(C)OC(N(C1CC1)C1=CC(=NC=2N1N=CC2C#N)NC2=CC(=C(C=C2)[C@@H](C)NC(=O)OC(C)(C)C)C[S@](=O)C)=O |&1:39| (±)-tert-butyl(5-((4-((R,S)-1-((tert-butoxycarbonyl)amino)ethyl)-3-((methylsulfinyl)methyl)phenyl)amino)-3-cyanopyrazolo[1,5-a]pyrimidin-7-yl)(cyclopropyl)carbamate